FC1=C(C=C(C=C1)F)[C@@H]1N(CCC1)C1=NC=2N(C=C1)N=CC2C(=O)N[C@H]2[C@H](CNCC2)F 5-((R)-2-(2,5-difluorophenyl)pyrrolidin-1-yl)-N-((3S,4R)-3-fluoropiperidin-4-yl)pyrazolo[1,5-a]pyrimidine-3-carboxamide